benzyl 3-((6-bromo-5-morpholino-[1,2,4]triazolo[1,5-a]pyridin-2-yl)amino)piperidine-1-carboxylate BrC=1C=CC=2N(C1N1CCOCC1)N=C(N2)NC2CN(CCC2)C(=O)OCC2=CC=CC=C2